triazinylimidazole N1=NN=C(C=C1)C=1NC=CN1